4-bromomethyl-2-di(t-butoxycarbonyl)aminobenzothiazole BrCC1=CC=CC2=C1N=C(S2)N(C(=O)OC(C)(C)C)C(=O)OC(C)(C)C